(-)-2-((5-(2-(6-((3-(Dimethylamino)-3-oxopropyl)(methyl)amino)-2-methylhex-3-yl)-2,6-diazaspiro[3.4]oct-6-yl)-1,2,4-triazin-6-yl)oxy)-5-fluoro-N,N-diisopropylbenzamide fumarate C(\C=C\C(=O)O)(=O)O.CN(C(CCN(CCCC(C(C)C)N1CC2(C1)CN(CC2)C=2N=CN=NC2OC2=C(C(=O)N(C(C)C)C(C)C)C=C(C=C2)F)C)=O)C